C(C)(C)(C)OC(=O)NC(C(=O)O)CC 2-[(tert-butoxycarbonyl)amino]butanoic acid